ClC=1C(=C(C(=C(OCC(=O)OCC)C1)F)CC)CC1=CC(=C(C=C1)O)C(C)C ethyl 2-(5-chloro-3-ethyl-2-fluoro-4-(4-hydroxy-3-isopropylbenzyl)phenoxy)acetate